BrC=1C=NC=C(C1CC)Br 3,5-dibromo-4-ethyl-pyridine